FC1(COC1)COC1=C(C=CC=C1)C1CCN(CC1)[C@H]1CC2(CN(C2)C=2SC=NN2)CC1 (R)-2-(6-(4-(2-((3-fluorooxetan-3-yl)methoxy)phenyl)piperidin-1-yl)-2-azaspiro[3.4]octan-2-yl)-1,3,4-thiadiazole